propylene propyl triacrylate C(C=C)(=O)OCC(C)OC(C=C)=O.C(C=C)(=O)OCCC